((S)-1-(4-fluorophenyl)-3,4-dihydroisoquinolin-2(1H)-yl)((2r,5r)-5-(hydroxymethyl)-5-nitrotetrahydro-2H-pyran-2-yl)methanone FC1=CC=C(C=C1)[C@@H]1N(CCC2=CC=CC=C12)C(=O)[C@@H]1OC[C@](CC1)([N+](=O)[O-])CO